N-(3-methylphenyl)acetamide CC1=CC(=CC=C1)NC(=O)C